N-(3-aminopropyl)-N-(4-((3-aminopropyl)amino)butyl)alanine NCCCN([C@@H](C)C(=O)O)CCCCNCCCN